1-(4-chlorobenzyl)-2-oxo-cyclopentanecarboxylic acid methyl ester COC(=O)C1(C(CCC1)=O)CC1=CC=C(C=C1)Cl